NC1=NC=CC=C1C1=NC=2C(=NC(=CC2)C2=CC=CC=C2)N1C1=CC=C(CC1)C1CN(C1)CC1=CC(=C(C(=O)OC(C)(C)C)C(=C1)O)F tert-butyl 4-[[3-[4-[2-(2-amino-3-pyridyl)-5-phenyl-imidazo[4,5-b]pyridin-3-yl]cyclohexa-1,3-dien-1-yl]azetidin-1-yl]methyl]-2-fluoro-6-hydroxy-benzoate